2-((5-(5-(difluoromethyl)-1,3,4-oxadiazole-2-yl)pyridine-2-yl)methyl)-4,4-dimethyl-6-(4-(2,2,3,3-tetrafluoropropyl)piperazine-1-yl)isoquinoline-1,3(2H,4H)-dione FC(C1=NN=C(O1)C=1C=CC(=NC1)CN1C(C2=CC=C(C=C2C(C1=O)(C)C)N1CCN(CC1)CC(C(F)F)(F)F)=O)F